FC(OC1=CC(=C(C=C1)B1OC(C(O1)(C)C)(C)C)F)F 2-(4-(difluoromethoxy)-2-fluorophenyl)-4,4,5,5-tetramethyl-1,3,2-dioxaborolane